ClC1=C(C(=O)NC2=C3C=NN(C3=CC=C2)C=2N=CSC2)C(=CC=C1CNC(C(C)(C)C)=O)Cl 2,6-dichloro-3-{[(2,2-dimethylpropanoyl)amino]methyl}-N-[1-(1,3-thiazol-4-yl)-1H-indazole-4-yl]benzamide